(3S,4R)-4-({6-bromopyrrolo[2,1-f][1,2,4]triazin-2-yl}amino)oxan-3-ol BrC=1C=C2C=NC(=NN2C1)N[C@H]1[C@@H](COCC1)O